6-chloro-8-fluoro-quinazolin ClC=1C=C2C=NC=NC2=C(C1)F